[Ir+3].ClC1=C(C=C(OCC(=O)NC2CCN(CCC2)C=2OC(=NN2)C2=CC=C(C=C2)Cl)C=C1)F 2-(4-chloro-3-fluorophenoxy)-N-{1-[5-(4-chlorophenyl)-1,3,4-oxadiazol-2-yl]Azepan-4-yl}acetamide iridium (III)